3-{[3-(2-ethyl-4-fluoro-7-methoxy-1-oxoisoquinolin-6-yl)-1,2,4-triazin-6-yl] (methyl)amino}-2-fluoro-8-azabicyclo[3.2.1]octane-8-carboxylate C(C)N1C(C2=CC(=C(C=C2C(=C1)F)C=1N=NC(=CN1)N(C1C(C2CCC(C1)N2C(=O)[O-])F)C)OC)=O